FC(N1N=NC=2CN(C=3C(=NC=CC3C21)NC2=CC(=NC=C2C(CC([2H])([2H])[2H])=O)NC(=O)C2CC2)C)F N-(4-((1-(difluoromethyl)-5-methyl-4,5-dihydro-1H-[1,2,3]triazolo[4,5-c][1,7]naphthyridin-6-yl)amino)-5-(propanoyl-3,3,3-d3)pyridin-2-yl)cyclopropanecarboxamide